P(=O)(OC[C@@H](COC(CCCCCCCCCCCCC)=O)OC(CCCCCCCCCCCCC)=O)(OCC1OC(OC1)CCCCC)[O-].[Na+] sodium (R)-2,3-bis(tetradecanoyloxy)propyl ((2-pentyl-1,3-dioxolan-4-yl)methyl) phosphate